[2-(cyclopropylcarbonyl)-4-morpholinyl](4-fluoro-1H-indol-2-yl)-methanone C1(CC1)C(=O)C1CN(CCO1)C(=O)C=1NC2=CC=CC(=C2C1)F